(2S,2'S)-N,N'-(hex-2,4-diyne-1,6-diyl)bis(morpholine-2-carboxamide) C(C#CC#CCNC(=O)[C@@H]1CNCCO1)NC(=O)[C@@H]1CNCCO1